3-[(3-Methylphenoxypropylsulfanyl)methyl]-1H-1,2,4-triazol-5(4H)-one CC=1C=C(OCCCSCC2=NNC(N2)=O)C=CC1